(E)-3-(7-(2-octylcyclopropyl)heptyl)dodec-2-enoic acid ethyl ester C(C)OC(\C=C(/CCCCCCCCC)\CCCCCCCC1C(C1)CCCCCCCC)=O